5-Methylpyrazolo[1,5-a]pyridine-3-carboxylic acid ethyl ester C(C)OC(=O)C=1C=NN2C1C=C(C=C2)C